1-[1-(difluoromethyl)-cyclopentyl]-N-[4-[2-[[4-(dimethylamino)-cyclohexyl]amino]-8-isopropyl-7-oxo-pteridin-6-yl]-2-fluoro-phenyl]methanesulfonamide FC(C1(CCCC1)CS(=O)(=O)NC1=C(C=C(C=C1)C1=NC=2C=NC(=NC2N(C1=O)C(C)C)NC1CCC(CC1)N(C)C)F)F